palladium nickel titanium [Ti].[Ni].[Pd]